2-(3-(5-(1,3-dioxolan-2-yl)-6-methoxypyridin-3-yl)-4,4-difluoropiperidin-1-yl)-N-(5-(4-fluorophenoxy)pyridin-2-yl)propionamide O1C(OCC1)C=1C=C(C=NC1OC)C1CN(CCC1(F)F)C(C(=O)NC1=NC=C(C=C1)OC1=CC=C(C=C1)F)C